5-[2-(6-[[2,6-Dimethoxy-4-(2-Methyl-1-Oxo-2,7-Naphthyridin-4-Yl)Phenyl]Methyl]-2,6-Diazaspiro[3.3]Heptan-2-Yl)Ethoxy]-2-(2,6-Dioxopiperidin-3-Yl)Isoindole-1,3-Dione COC1=C(C(=CC(=C1)C1=CN(C(C2=CN=CC=C12)=O)C)OC)CN1CC2(CN(C2)CCOC=2C=C3C(N(C(C3=CC2)=O)C2C(NC(CC2)=O)=O)=O)C1